2-(2-fluoro-4-((2S,4R)-4-hydroxypyrrolidin-2-yl)phenyl)-N-(3-(4-fluoropiperidin-1-yl)propyl)-6-methoxybenzo[d]imidazo[2,1-b]thiazole-7-carboxamide FC1=C(C=CC(=C1)[C@H]1NC[C@@H](C1)O)C=1N=C2SC3=C(N2C1)C=C(C(=C3)C(=O)NCCCN3CCC(CC3)F)OC